N-carbamoyl-L-cysteine amide C(N)(=O)NC([C@@H](N)CS)=O